C1N(CCC2=CC=CC=C12)C1CCN(CC1)C(=O)C1=CC=C(OC2CCN(CC2)C(C)=O)C=C1 1-(4-(4-(4-(3,4-dihydroisoquinolin-2(1H)-yl)piperidine-1-carbonyl)phenoxy)piperidin-1-yl)ethanone